[6-(5-cyclopropyl-4H-1,2,4-triazol-3-yl)-2-azaspiro[3.3]heptan-2-yl]-[3-[5-[1-(trifluoromethyl)cyclopropyl]-1,2,4-oxadiazol-3-yl]azetidin-1-yl]methanone C1(CC1)C=1NC(=NN1)C1CC2(CN(C2)C(=O)N2CC(C2)C2=NOC(=N2)C2(CC2)C(F)(F)F)C1